BrC1=C(C=C2C=C(N=NC2=C1)C1=C(C=CC=C1)O)Cl 2-(7-bromo-6-chlorocinnolin-3-yl)phenol